3-oxo-3-(perfluorophenoxy)propane-1-sulfonic acid O=C(CCS(=O)(=O)O)OC1=C(C(=C(C(=C1F)F)F)F)F